CC1(OC2=CC=CC=C2[C@H](C1)NC(=O)C=1C=C2[C@@H](CCOC2=CC1)N1C(NC(CC1=O)(C)C)=N)C (4R)-N-[(4S)-2,2-dimethylchroman-4-yl]-4-(2-imino-4,4-dimethyl-6-oxo-hexahydropyrimidin-1-yl)chromane-6-carboxamide